dimethyl-pentamethylcyclopentadienyl(1-pentyl-3,6,7,8-tetrahydro-as-indacenyl)hafnium C[Hf](C1=C(C2=C3CCCC3=CC=C2C1)CCCCC)(C1(C(=C(C(=C1C)C)C)C)C)C